C(C)[C@H]1N(CCCC1)C1=NC(=CC(=N1)C(=O)NC1=CC=C(C(=O)O)C=C1)C(C)C (R)-4-(2-(2-ethylpiperidin-1-yl)-6-isopropylpyrimidine-4-amido)benzoic acid